1-Methyl-1H-pyrazole-4-carboxylic acid [7-(carbamoylmethyl-methyl-amino)-4-methoxy-thiazolo[4,5-c]pyridin-2-yl]-amide C(N)(=O)CN(C=1C2=C(C(=NC1)OC)N=C(S2)NC(=O)C=2C=NN(C2)C)C